oxo-2,3-dihydro-1H-benzo[d]imidazol O=C1NC2=C(N1)C=CC=C2